ClC1=C(C=CC(=C1F)O)C[C@@H](CNC(C[C@@H](C1(CC1)C(F)(F)F)C=1C=NC=CC1)=O)N(C)C (R)-N-((S)-3-(2-chloro-3-fluoro-4-hydroxyphenyl)-2-(dimethylamino)propyl)-3-(pyridin-3-yl)-3-(1-(trifluoromethyl)cyclopropyl)propanamide